ClC=1C(=CC=2C(=C3C(=NC2C1)C1=CC2=C(C(N1C3)=O)COC([C@]2(O)CC)=O)CNC(C(C(C)C)O)=O)C N-(((S)-8-chloro-4-ethyl-4-hydroxy-9-methyl-3,14-dioxo-3,4,12,14-tetrahydro-1H-pyrano[3',4':6,7]indolizino[1,2-b]quinolin-11-yl)methyl)-2-hydroxy-3-methylbutanamide